ClC1=CC=C(C=C1)C(C(F)(F)F)(C(F)(F)F)O 2-(4-chlorophenyl)-1,1,1,3,3,3-hexafluoropropan-2-ol